(S)-2-(4-chloro-2-fluorophenoxy)propionic acid ClC1=CC(=C(O[C@H](C(=O)O)C)C=C1)F